6-[4-[(3R)-3-(dimethylamino)-1-piperidinyl]-5,6-difluoro-8-(methylamino)-9H-pyrido[2,3-b]indol-3-yl]-1-methyl-4-oxo-1,8-naphthyridine-3-carboxylic acid CN([C@H]1CN(CCC1)C1=C(C=NC=2NC3=C(C=C(C(=C3C21)F)F)NC)C=2C=C1C(C(=CN(C1=NC2)C)C(=O)O)=O)C